Cl.CNCCCCN(C1=C2CN(C(C2=CC=C1)=O)C1C(NC(CC1)=O)=O)CCCCC 3-(4-((4-(methylamino)butyl)(pentyl)amino)-1-oxoisoindolin-2-yl)piperidine-2,6-dione, Hydrochloride